(S)-2-(((S)-1-(8-acetyldibenzo[b,d]furan-3-yl)-2,2,2-trifluoroethyl)amino)-N-(1-cyanocyclopropyl)-4-fluoro-4-methylpentanamide trifluoroacetate FC(C(=O)O)(F)F.C(C)(=O)C=1C=CC2=C(C3=C(O2)C=C(C=C3)[C@@H](C(F)(F)F)N[C@H](C(=O)NC3(CC3)C#N)CC(C)(C)F)C1